1,2-di-(5E,9E-hexacosadienoyl)-sn-glycero-3-phosphocholine CCCCCCCCCCCCCCCC/C=C/CC/C=C/CCCC(=O)OC[C@H](COP(=O)([O-])OCC[N+](C)(C)C)OC(=O)CCC/C=C/CC/C=C/CCCCCCCCCCCCCCCC